(3aS,7S,7aR)-7-azido-2,2-dimethyl-3a,4,5,6,7,7a-hexahydro-[1,3]dioxolo[4,5-c]pyridine N(=[N+]=[N-])[C@@H]1[C@@H]2[C@H](CNC1)OC(O2)(C)C